FC(C1=CC=C(OCC(=O)Cl)C=C1)(F)F 2-(4-(trifluoromethyl)phenoxy)acetyl chloride